Cl.C(C)C=1C(NC2=CC(=CN=C2C1)[C@@H](C)N1CCNCC1)=O (R)-3-Ethyl-7-(1-(piperazin-1-yl)ethyl)-1,5-naphthyridin-2(1H)-one hydrochloride